COC1=C(C=CC=C1CC1=NOC(C1)CC=1C(=C(C=CC1)C1=C(C=C(C=C1C)C)C)OC)C1=C(C=C(C=C1C)C)C 3,5-bis((2-methoxy-2',4',6'-trimethyl-[1,1'-biphenyl]-3-yl)methyl)-4,5-dihydroisoxazole